C1(CCC1)N1CCN(CC1)C1CCN(CC1)C1=C(C=C(C(=C1)OC)NC1=NC=NC(=C1)N1OCC[C@@H]1C1=C(C(=C(C=C1)Cl)Cl)F)NC(C=C)=O N-(2-(4-(4-cyclobutylpiperazine-1-yl)piperidine-1-yl)-5-((6-((R)-3-(3,4-dichloro-2-fluorophenyl)-isoxazolidine-2-yl)pyrimidine-4-yl)amino)-4-methoxyphenyl)acrylamide